C(C)C(CN1C(=C(C(C=C1)=O)OC(=O)C(C)(C)C)C)CCCC N-(2-ethylhexyl)-2-methyl-3-tert-butylcarbonyloxy-pyridin-4-one